NC1=C(C=C(C=C1)C[C@H](C(=O)O)NC(=O)OC(C)(C)C)Cl (2R)-3-(4-amino-3-chloro-phenyl)-2-(tert-butoxycarbonylamino)propanoic acid